OC=1C=NC2=CC=CC=C2C1C(=O)O 3-hydroxyquinoline-4-carboxylic acid